(R)-1-((5-fluoro-2-(2-methoxy-7-methylquinoxalin-5-yl)benzo[d]thiazol-6-yl)oxy)propan-2-yl (2-carbamoylpyridin-4-yl)carbamate C(N)(=O)C1=NC=CC(=C1)NC(O[C@@H](COC1=CC2=C(N=C(S2)C2=C3N=CC(=NC3=CC(=C2)C)OC)C=C1F)C)=O